tert-butyl 4-(6-bromo-4-fluoro-2H-indazol-2-yl)piperidine-1-carboxylate BrC=1C=C(C2=CN(N=C2C1)C1CCN(CC1)C(=O)OC(C)(C)C)F